3-(bromomethyl)-4'-fluoro-2-methyl-1,1'-biphenyl BrCC=1C(=C(C=CC1)C1=CC=C(C=C1)F)C